(Boc)amide C(=O)(OC(C)(C)C)[NH-]